ClC1=CC(=C(C=C1)NS(=O)(=O)C=1C(=C(NC1C)C)C(=O)O)C(F)(F)F 4-(N-(4-Chloro-2-(trifluoromethyl)phenyl)sulfamoyl)-2,5-dimethyl-1H-pyrrole-3-carboxylic acid